(+)-N-[(4-iodophenyl)carbamoyl]-L-isovaline IC1=CC=C(C=C1)NC(=O)N[C@@](C)(CC)C(=O)O